8-((triisopropylsilyl)ethynyl)naphthalene bis(3,6,8-tri-t-butyl-2-naphthyl)methylphosphite tert-Butyl-(R)-3-(4-amino-7-bromo-1H-imidazo[4,5-c]quinolin-2-yl)piperidine-1-carboxylate C(C)(C)(C)OC(=O)N1C[C@@H](CCC1)C=1NC2=C(C(=NC=3C=C(C=CC23)Br)N)N1.C(C)(C)(C)C=1C(=CC2=C(C=C(C=C2C1)C(C)(C)C)C(C)(C)C)C(C1=CC2=C(C=C(C=C2C=C1C(C)(C)C)C(C)(C)C)C(C)(C)C)OP(O)O.C(C)(C)[Si](C(C)C)(C(C)C)C#CC=1C=CC=C2C=CC=CC12